BrC=1C=C(C#N)C=CC1O 3-bromo-4-hydroxy-benzonitrile